N[C@@H](C)C1=NC(=NN1C1=CC=C(C=N1)C#N)C(C)C 6-[5-[(1S)-1-Aminoethyl]-3-isopropyl-1,2,4-triazol-1-yl]pyridin-3-carbonitril